1-(4-aminophenyl)-1,3,3-trimethyl-2H-inden-5-amine NC1=CC=C(C=C1)C1(CC(C2=CC(=CC=C12)N)(C)C)C